C(C=C)SCC=C 3-(allylsulfanyl)-1-propene